[Br+].BrC(C(=O)[O-])(C)C alpha-bromoisobutyrate bromine